(S)-N-(2-(3-((4-(2-acetyl-5-fluoro-1H-indol-3-yl)-1H-1,2,3-triazol-1-yl)methyl)piperidin-1-yl)ethyl)-4-isobutylbenzenesulfonamide C(C)(=O)C=1NC2=CC=C(C=C2C1C=1N=NN(C1)C[C@@H]1CN(CCC1)CCNS(=O)(=O)C1=CC=C(C=C1)CC(C)C)F